N-(1-cyanocyclopropyl)-9-(5-(di-fluoromethyl)-1,3,4-thiadiazol-2-yl)-4-(1-(isoxazolidine-2-carbonyl)piperidin-4-yl)-9H-pyrimido[4,5-b]indole-7-sulfonamide C(#N)C1(CC1)NS(=O)(=O)C1=CC=C2C3=C(N(C2=C1)C=1SC(=NN1)C(F)F)N=CN=C3C3CCN(CC3)C(=O)N3OCCC3